CC1=C(N)C=C(C=C1)C1=NOC(=N1)CC1=CC(=CC=C1)C=1SC=CC1 2-methyl-5-(5-(3-(thiophen-2-yl)benzyl)-1,2,4-oxadiazol-3-yl)aniline